2-methylpropan-2-yl{[(2S)-2-(2,5-dioxo-2,5-dihydro-1H-pyrrol-1-yl)-3-[(2,5-dioxotetrahydro-1H-pyrrol-1-yl)oxy]-3-oxopropyl]amino}methyl-carboxylate CC(C)(C)OC(=O)CNC[C@@H](C(=O)ON1C(CCC1=O)=O)N1C(C=CC1=O)=O